2-bromo-N-(4-(trifluoromethyl)phenyl)acetamide-2,2-d2 BrC(C(=O)NC1=CC=C(C=C1)C(F)(F)F)([2H])[2H]